C12CN(CC(N1)C2)C=2OC1=C(N2)C(=CC=C1C=1SC=CN1)C(C(F)(F)F)OCC(C)(C)OC 2-(3,6-diazabicyclo[3.1.1]heptan-3-yl)-7-(thiazol-2-yl)-4-(2,2,2-trifluoro-1-(2-methoxy-2-methylpropoxy)ethyl)benzo[d]oxazole